3-(5-{[(4R)-5,6-difluoro-3,4-dihydro-2H-1-benzopyran-4-yl]oxy}-2-fluoro-4-methoxyphenyl)-2,4-dioxo-1H-thieno[3,4-d]pyrimidine-5-carboxylic acid FC1=C(C=CC2=C1[C@@H](CCO2)OC=2C(=CC(=C(C2)N2C(NC=1C(C2=O)=C(SC1)C(=O)O)=O)F)OC)F